C(C)(=O)OCCCCCCCCCCCCCCCCCCCC Eicosyl acetate